1-[(3-bromotricyclo[3.3.1.13,7]dec-1-yl)methyl]-1H-pyrazole BrC12CC3(CC(CC(C1)C3)C2)CN2N=CC=C2